C(C)(C)(C)OC(=O)N1CCC(CC1)N1C[C@@H](CC1=O)OC(=O)N1CCN(CC1)C1=NC=2N(C=C1)N=CC2C=2C(=NC=CC2)OC2CC2 (R)-1-(1-(tert-butoxycarbonyl)piperidin-4-yl)-5-oxopyrrolidin-3-yl-4-(3-(2-cyclopropoxypyridin-3-yl)pyrazolo[1,5-a]pyrimidin-5-yl)piperazine-1-carboxylate